4-Pentenyltrimethoxysilan C(CCC=C)[Si](OC)(OC)OC